Cl.CN1[C@H]([C@H](C1)N)C (2S,3S)-1,2-dimethylazetidin-3-amine hydrochloride salt